N-hydroxysuccinimide, sodium salt [Na].ON1C(CCC1=O)=O